OC[C@H]1O[C@H](CN(C1)C(C1=CC=CC=C1)(C1=CC=CC=C1)C1=CC=CC=C1)N1C(NC(C(=C1)C)=O)=O 1-[(2R,6S)-6-(hydroxymethyl)-4-tritylmorpholin-2-yl]-5-methylpyrimidin-2,4(1H,3H)-dione